C12=CC=C(N1)C=C1C=CC(=N1)C=C1C=CC(N1)=CC=1C=CC(N1)=C2 trans-porphyrin